C(C)C1=CC(=NO1)C=1C=C2CC[C@H](C2=CC1)NC(OC)=O methyl (R)-(5-(5-ethylisoxazol-3-yl)-2,3-dihydro-1H-inden-1-yl)carbamate